FC1=C(C#N)C=C(C(=C1)C(=O)N1CC2(C1)CC(C2)N(C=2C1=C(N=CN2)NC=C1)C)F 2,5-difluoro-4-{6-[methyl-(7H-pyrrolo[2,3-d]pyrimidin-4-yl)-amino]-2-aza-spiro[3.3]heptane-2-carbonyl}-benzonitrile